C(C)(C)(C)C1=NN(C(=C1)NC(=O)NC1CC2(CN(C2)C(=O)C=2C3=C(N=CN2)C=CS3)C1)C1=CC=C(C=C1)C 1-(3-(tert-butyl)-1-(p-tolyl)-1H-pyrazol-5-yl)-3-(2-(thieno[3,2-d]pyrimidine-4-carbonyl)-2-azaspiro[3.3]heptan-6-yl)urea